CC1(NC(CC(C1)CCCC)(C)C)C (2,2,6,6-tetramethyl-4-piperidinyl)butane